N-(1H-indol-6-yl)-1,7-naphthyridin-8-amine N1C=CC2=CC=C(C=C12)NC=1N=CC=C2C=CC=NC12